2-Fluoro-6-methyl-3-(5-(4-(methylsulfonyl)piperazin-1-yl)-1H-pyrazolo[3,4-c]pyridine-1-yl)phenol FC1=C(C(=CC=C1N1N=CC=2C1=CN=C(C2)N2CCN(CC2)S(=O)(=O)C)C)O